N-(3-cyclopropyl-5-(((3R,5S)-3,5-dimethylpiperazine-1-yl)methyl)phenyl)-4-(1H-indole-3-yl)-5-methylpyrimidine-2-amine C1(CC1)C=1C=C(C=C(C1)CN1C[C@H](N[C@H](C1)C)C)NC1=NC=C(C(=N1)C1=CNC2=CC=CC=C12)C